N1N=CC(C1)=O 1H-pyrazol-4-one